o-tolyl-(triethylsilyl)methanone C1(=C(C=CC=C1)C(=O)[Si](CC)(CC)CC)C